CS(=O)(=O)O[C@H]([C@@H](C1=CC=CC=C1)C1=C(C=CC=C1)F)[C@@H]1N(CCC1)C(=O)C1=NN(C=C(C1=O)OCC1=CC=CC=C1)CC1=CC=CC=C1 (1R,2S)-1-((R)-1-(1-benzyl-5-(benzyloxy)-4-oxo-1,4-dihydropyridazin-3-carbonyl) pyrrolidin-2-yl)-2-(2-fluorophenyl)-2-phenylethyl methanesulfonate